N-methyl-4-piperidone toluate C=1(C(=CC=CC1)C(=O)O)C.CN1CCC(CC1)=O